C1(=C(C=CC=C1)C#CC1=NNC2=CC(=CC=C12)C(=O)N1CC2(C1)CCN(CC2)C)C2=CC=CC=C2 (3-([1,1'-biphenyl]-2-ylethynyl)-1H-indazol-6-yl)(7-methyl-2,7-diazaspiro[3.5]nonan-2-yl)methanone